α-vinyloxymethylacrylate C(=C)OCC(C(=O)[O-])=C